CN1C(C2=C3C(C(CN4C3=C1C=N4)OCOCC[Si](C)(C)C)=CC(=C2)C)=O 3,6-Dimethyl-8-((2-(trimethylsilyl)ethoxy)methoxy)-8,9-dihydrobenzo[de]pyrazolo[4,5,1-ij][1,7]naphthyridin-4(3H)-one